2-(4-chlorobenzoyl)-3-methylbutyronitrile ClC1=CC=C(C(=O)C(C#N)C(C)C)C=C1